(S)-2-(5-fluoro-6-((4-nitrobenzyl)oxy)benzo[d]thiazol-2-yl)-4,5-dihydrothiazole-4-carboxylic acid FC=1C(=CC2=C(N=C(S2)C=2SC[C@@H](N2)C(=O)O)C1)OCC1=CC=C(C=C1)[N+](=O)[O-]